1-[(5-{2-[(1R)-1-[(2-amino-5-bromopyridin-3-yl)oxy]ethyl]-4-fluorophenyl}pyrimidin-4-yl)methyl]-1H-imidazole-4-carbonitrile NC1=NC=C(C=C1O[C@H](C)C1=C(C=CC(=C1)F)C=1C(=NC=NC1)CN1C=NC(=C1)C#N)Br